C1(CCCCC1)[C@@H](C(=O)NC=1C=C2CC(CC2=CC1)(N1C(NCCC1)=O)C(NC)=O)NC(=O)C1=CC=NN1C N-((1S)-1-cyclohexyl-2-((2-(methylcarbamoyl)-2-(2-oxotetrahydropyrimidin-1(2H)-yl)-2,3-dihydro-1H-inden-5-yl)amino)-2-oxoethyl)-1-methyl-1H-pyrazole-5-carboxamide